N=1C=NN2C1C=C(C=C2)OC2=C(C=C(N)C=C2)Cl 4-([1,2,4]triazolo[1,5-a]pyridin-7-yloxy)-3-chloroaniline